C1(CCCCC1)C(C(=O)NC(C(=O)O)CCN(CCCCC1=NC=2NCCCC2C=C1)CCOC)OC 2-[(2-cyclohexyl-2-methoxy-acetyl)amino]-4-[2-methoxyethyl-[4-(5,6,7,8-tetrahydro-1,8-naphthyridin-2-yl)butyl]amino]butanoic acid